3-azido-1-benzyl-3-(4-chlorophenyl)pyrrolidine N(=[N+]=[N-])C1(CN(CC1)CC1=CC=CC=C1)C1=CC=C(C=C1)Cl